CNS(OCC(=O)NC=1SC(=C(N1)C)C(C)(C)C1=CC(=CC=C1)Cl)(=O)=O ((5-(2-(3-chlorophenyl)propan-2-yl)-4-methylthiazol-2-yl)amino)-2-oxoethyl methylsulfamate